1,2,3,4-tetrahydroisoquinoline-2-carbonyl chloride C1N(CCC2=CC=CC=C12)C(=O)Cl